N-cyano-N'-(2-(((5-((dimethylamino)methyl)-2-furanyl)methyl)thio)ethyl)-N''-methyl-guanidine C(#N)NC(=NC)NCCSCC=1OC(=CC1)CN(C)C